N-(4-(methylsulfonyl)phenyl)-5-(prop-1-yn-1-yl)-2,6-naphthyridin-3-amine CS(=O)(=O)C1=CC=C(C=C1)NC=1N=CC2=CC=NC(=C2C1)C#CC